ClC1=C(C=C(C=C1)N1CC2(C=3C1=NC=C(N3)C(=O)N3C(CN(CC3)C3=NC(=C(C(=O)OC)C(=C3)C)C)(C)C)CC(C2)(C)C)F methyl 6-(4-(5'-(4-chloro-3-fluorophenyl)-3,3-dimethyl-5',6'-dihydrospiro[cyclobutane-1,7'-pyrrolo[2,3-b]pyrazine]-2'-carbonyl)-3,3-dimethylpiperazin-1-yl)-2,4-dimethylnicotinate